((S)-4-propenoyl-2-methylpiperazin-1-yl)-7-(2-amino-3,4,5,6-tetrafluorophenyl)-6-chloro-1-(2-isopropyl-4-methylpyridin-3-yl)-2-oxo-1,2-dihydro-1,8-naphthyridine-3-carbonitrile C(C=C)(=O)N1C[C@@H](N(CC1)C1=C(C(N(C2=NC(=C(C=C12)Cl)C1=C(C(=C(C(=C1F)F)F)F)N)C=1C(=NC=CC1C)C(C)C)=O)C#N)C